CC1=CC=CN2C1=NC(=CC2=O)C=2C=CC=1N(N2)C=C(N1)C 9-methyl-2-(2-methylimidazo[1,2-b]pyridazin-6-yl)pyrido[1,2-a]pyrimidin-4-one